C(C)C(COC(C1=CC=C(C=C1)NC1=NC(=NC(=N1)NC1=CC=C(C(=O)OCC(CCCC)CC)C=C1)NC1=CC=C(C(=O)OCC(CCCC)CC)C=C1)=O)CCCC tris(2-ethyl hexyl)-4,4',4''-(1,3,5-triazine-2,4,6-triyltriimino)tribenzoate